BrC1=C(C=C2C(=CN(C2=C1)CC(C)(C)C)C(C(F)F)=O)F 1-(6-bromo-5-fluoro-1-neopentyl-1H-indol-3-yl)-2,2-difluoroethan-1-one